CN1C(=CC2=C(C=C(C=C12)Cl)NC1=CC(=C(C=C1)F)Cl)C(=O)OCC Ethyl 1-methyl-4-((3-chloro-4-fluorophenyl) amino)-6-chloro-1H-indole-2-carboxylate